2-(3-fluoro-5-((S or R)-1-(((S)-((R)-7-fluoro-1,2,3,4-tetrahydro-1,5-naphthyridin-3-yl)(phenyl)methyl)amino)propan-2-yl)phenyl)acetic acid FC=1C=C(C=C(C1)[C@@H](CN[C@H](C1=CC=CC=C1)[C@H]1CNC2=CC(=CN=C2C1)F)C)CC(=O)O |o1:7|